[O-2].[Fe+4].[O-2] iron (iv) oxide